C(C)N1C=NC(=C1)C1=NC2=NC=CC(=C2C=C1)C1=CN=C2N1N=C(C(=C2)C=2C=NN(C2)C(C)C)C 2-(1-ethyl-1H-imidazol-4-yl)-5-(7-(1-isopropyl-1H-pyrazol-4-yl)-6-methylimidazo[1,2-b]pyridazin-3-yl)-1,8-naphthyridine